COCC=1C=C(\C=C/2\CN(/C(/S2)=N/CC2=CC=CC=C2)C2=CC=CC=C2)C=CC1 (2Z,5Z)-5-(3-(methoxymethyl)benzylidene)-2-(benzylimino)-3-phenylthiazolidin